CC1=C(C=CC(=C1)C)C1CC=2C=NN(C(C2CC1)=O)C1=NC=CC(=N1)OC 6-(2,4-dimethylphenyl)-2-(4-methoxypyrimidin-2-yl)-5,6,7,8-tetrahydrophthalazin-1(2H)-one